COC(CC1(CN2C(C=3C=CC=CC13)=C(C=1C=CC=CC12)CCC)C)=O Methyl-2-(5-methyl-12-propyl-5,6-dihydroindolo[2,1-a]isoquinolin-5-yl)acetate